4-methylpiperazine-2-carboxylic acid methyl ester COC(=O)C1NCCN(C1)C